(Z)-N-((4-chlorophenyl)sulfonyl)-3-(4-fluorophenyl)-4-phenyl-4,5-dihydro-1H-pyrazole ClC1=CC=C(C=C1)S(=O)(=O)N1N=C(C(C1)C1=CC=CC=C1)C1=CC=C(C=C1)F